C1(=CC=CC=C1)C=1C=CC=2N(C3=CC=C(C=C3C2C1)C1=CC=CC=C1)C1=CC=C(C=C1)C1=C(C(=CC=C1C1=NC(=CC=C1)C)C#N)C1=CC=C(C=C1)N1C2=CC=C(C=C2C=2C=C(C=CC12)C1=CC=CC=C1)C1=CC=CC=C1 4,4''-bis(3,6-diphenyl-9H-carbazol-9-yl)-6'-(6-methylpyridin-2-yl)-[1,1':2',1''-terphenyl]-3'-carbonitrile